2-chloro-5-((4-(ethoxy-methyl)-4-phenethyl-piperidin-1-yl)methyl)phenol citrate C(CC(O)(C(=O)O)CC(=O)O)(=O)O.ClC1=C(C=C(C=C1)CN1CCC(CC1)(CCC1=CC=CC=C1)COCC)O